dimethylcyclopropane-1-carboxamide CC1C(C1C(=O)N)C